COC(C1=CC(=CC=C1)CCNC(C1=CC(=CC=C1)NC1=NC=C(C=N1)C1=CC(=CC=C1)F)=O)=O.ClC=1C=CC=C2C(C=C(OC12)C1=CC(=C(C=C1)OC)Cl)=O 8-chloro-2-(3-chloro-4-methoxy-phenyl)chromen-4-one Methyl-3-(2-(3-((5-(3-fluorophenyl)pyrimidin-2-yl)amino)benzamido)ethyl)benzoate